3-(7-fluoro-1-methoxyisoquinolin-3-yl)-2,5-dihydro-1H-pyrrole-1-carboxylic acid tert-butyl ester C(C)(C)(C)OC(=O)N1CC(=CC1)C=1N=C(C2=CC(=CC=C2C1)F)OC